C(=O)(OC(C)(C)C)N[C@@H](CCCCNC(=O)OC(C)(C)C)C(=O)O N,N'-DiBoc-L-Lysine